4-(1-methyl-1H-imidazol-5-yl)-N-((1s,3s)-3-(2-(trifluoromethyl)pyridin-4-yl)cyclobutyl)pyrimidine-2-carboxamide CN1C=NC=C1C1=NC(=NC=C1)C(=O)NC1CC(C1)C1=CC(=NC=C1)C(F)(F)F